3-(2,3,5,6-tetrafluoro-4-(trifluoromethyl)phenyl)benzene FC1=C(C(=C(C(=C1F)C(F)(F)F)F)F)C=1C=CC=CC1